[3-(6-bromo-1,3-benzothiazol-2-yl)-1-bicyclo[1.1.1]pentanyl]methanamine BrC1=CC2=C(N=C(S2)C23CC(C2)(C3)CN)C=C1